FC1=C(C=CC=C1)SSCC Ethyl (2-fluorophenyl) disulfide